4-(4-fluorophenyl)-4-vinyl-1,3-dioxolan-2-one FC1=CC=C(C=C1)C1(OC(OC1)=O)C=C